2-{1-[2-(4-chloro-phenoxy)-3-methyl-butoxyimino]-propyl}-5-(2-ethylthio-propyl)-3-hydroxy-cyclohex-2-enone ClC1=CC=C(OC(CON=C(CC)C=2C(CC(CC2O)CC(C)SCC)=O)C(C)C)C=C1